3,4,5-trihydroxy-6-((S)-1-(2-(4-oxobenzo[d][1,2,3]triazin-3(4H)-yl)acetamido)-1-(4-(trifluoromethoxy)phenyl)ethoxy)tetrahydro-2H-pyran OC1COC(C(C1O)O)O[C@@](C)(C1=CC=C(C=C1)OC(F)(F)F)NC(CN1N=NC2=C(C1=O)C=CC=C2)=O